4-(6-((1R,3S,5s,7s)-5-amino-2-azaadamantan-2-yl)pyridin-3-yl)-6-(1-methyl-1H-pyrazol-4-yl)pyrazolo[1,5-a]pyridine-3-carbonitrile hydrochloride Cl.NC12C[C@H]3N([C@H](CC(C1)C3)C2)C2=CC=C(C=N2)C=2C=3N(C=C(C2)C=2C=NN(C2)C)N=CC3C#N